1-((3S,4S)-4-(((6-amino-5-(4-phenoxyphenyl)pyrimidin-4-yl)amino)methyl)-3-hydroxypiperidin-1-yl)-3-(dimethylamino)propan-1-one NC1=C(C(=NC=N1)NC[C@H]1[C@@H](CN(CC1)C(CCN(C)C)=O)O)C1=CC=C(C=C1)OC1=CC=CC=C1